(2R,3R,4S,5S)-2-(6-chloro-9H-purin-9-yl)-5-(chloromethyl)tetrahydrofuran-3,4-diol ClC1=C2N=CN(C2=NC=N1)[C@@H]1O[C@@H]([C@H]([C@H]1O)O)CCl